FC(C)(F)C1=CC=C(C=N1)C(C)N1C[C@@H](N(C[C@H]1CC)C=1C=2N(N(C(C1)=O)C)C=C(N2)CC#N)CC 2-(8-((2S,5R)-4-(1-(6-(1,1-difluoroethyl)pyridin-3-yl)ethyl)-2,5-diethylpiperazin-1-yl)-5-methyl-6-oxo-5,6-dihydroimidazo[1,2-b]pyridazin-2-yl)acetonitrile